9-(3-((3,5-diphenoxyphenyl)diphenylsilyl)phenyl)-9H-carbazole O(C1=CC=CC=C1)C=1C=C(C=C(C1)OC1=CC=CC=C1)[Si](C=1C=C(C=CC1)N1C2=CC=CC=C2C=2C=CC=CC12)(C1=CC=CC=C1)C1=CC=CC=C1